8Z-tetradecatrienoic acid-N-(2-hydroxy-2-methylpropyl) amide OC(CNC(C=CC=CC=CCCCCCCC)=O)(C)C